6-((tetrahydro-2H-pyran-4-yl)oxy)nicotinaldehyde O1CCC(CC1)OC1=NC=C(C=O)C=C1